benzyl (S)-((4-((2-((tert-butoxycarbonyl)amino)propanamido)methyl)phenyl)(imino)methyl)carbamate hydrochloride Cl.C(C)(C)(C)OC(=O)N[C@H](C(=O)NCC1=CC=C(C=C1)C(=N)NC(OCC1=CC=CC=C1)=O)C